F[C@H]1[C@@H]2CC[C@@H](C[C@H]1NC)N2C(=O)OC(C)(C)C |r| (±)-tert-butyl (1S,2R,3R,5S)-2-fluoro-3-(methylamino)-8-azabicyclo[3.2.1]octane-8-carboxylate